CC1C(OCC1)=O 3-methyldihydro-2(3H)-furanone